methyl-2-cyano-3-(2-oxo-4-(o-tolyl)-2H-chromen-7-yl)acrylate COC(C(=CC1=CC=C2C(=CC(OC2=C1)=O)C1=C(C=CC=C1)C)C#N)=O